ClC1=CC(=NC(=N1)N1N=C(C=C1)C)NC1CCC(CC1)(C)C 6-chloro-N-(4,4-dimethylcyclohexyl)-2-(3-methyl-1H-pyrazol-1-yl)pyrimidin-4-amine